FC=1C=C(C=CC1)C1=CC=C2N(C1=O)C(=CS2)C 6-(3-fluorophenyl)-3-methyl-5H-thiazolo[3,2-a]Pyridine-5-one